3,5-bis-α-cumyl-2-hydroxy-benzotriazole C(C)(C)(C1=CC=CC=C1)N1N(NC2=C1C=C(C=C2)C(C)(C)C2=CC=CC=C2)O